C(C)(C)(C)OC(=O)NC1=NN(C2=CC=C(C=C12)C(=O)OC)C methyl 3-[(tert-butoxycarbonyl)amino]-1-methylindazole-5-carboxylate